(S)-4-ethoxy-N-(8-fluoro-2-methylimidazo[1,2-a]pyridin-6-yl)-2-(3-(methylamino)pyrrolidin-1-yl)pyrimidine-5-carboxamide formate C(=O)O.C(C)OC1=NC(=NC=C1C(=O)NC=1C=C(C=2N(C1)C=C(N2)C)F)N2C[C@H](CC2)NC